2-(3-(4-isopropylphenyl)ureido)propanamide C(C)(C)C1=CC=C(C=C1)NC(NC(C(=O)N)C)=O